{6-[1-(6-chloro-1H-benzimidazol-2-yl)cyclobutyl]-3,4-dihydroquinolin-1(2H)-yl}(cyclopropyl)methanone ClC=1C=CC2=C(NC(=N2)C2(CCC2)C=2C=C3CCCN(C3=CC2)C(=O)C2CC2)C1